3-(8-azaspiro[4.5]decan-3-yl)-6-[2-cyano-3-[[ethyl(methyl)sulfamoyl]amino]-6-fluoro-phenoxy]-4-oxo-quinazoline C1CC(CC12CCNCC2)N2C=NC1=CC=C(C=C1C2=O)OC2=C(C(=CC=C2F)NS(N(C)CC)(=O)=O)C#N